C1=CC=CC=2C3=CC=CC=C3N(C12)C1=C(NC2=CC=CC=C2)C=CC=C1 2-(9H-carbazol-9-yl)-N-phenylaniline